(3S)-3-(7-{[(4R)-8-Chloro-4-ethyl-7-fluoro-1,1-dioxido-3,4-dihydro-2H-5,1,2-benzoxathiazepin-2-yl]methyl}-2,3-dihydro-1H-inden-5-yl)-3-(1,4-dimethyl-1H-benzotriazol-5-yl)propanoic acid ClC1=CC2=C(O[C@@H](CN(S2(=O)=O)CC=2C=C(C=C3CCCC23)[C@H](CC(=O)O)C2=C(C3=C(N(N=N3)C)C=C2)C)CC)C=C1F